(R)-3-(2,3-dihydroxypropyl)-6-fluoro-5-(2-fluoro-4-iodophenylamino)methylpyrido[2,3-d]pyrimidine-4,7(3H,8H)-dione O[C@H](CN1C=NC2=C(C1=O)C(=C(C(N2)=O)F)CNC2=C(C=C(C=C2)I)F)CO